3-(4-chlorophenoxy)-1-(thiophen-2-yl)-N-methylpropylamine ClC1=CC=C(OCCC(C=2SC=CC2)NC)C=C1